p-tert-butyl-phenyl-antimony sulfide C(C)(C)(C)C1=CC=C(C=C1)[Sb]=S